The molecule is an organic sodium salt that is the sodium salt of dodecyl hydrogen sulfate. It has a role as a detergent and a protein denaturant. It contains a dodecyl sulfate. CCCCCCCCCCCCOS(=O)(=O)[O-].[Na+]